C(C1=CC=CC=C1)(=O)NC=1C=CC(=NC1)C=1N=NN(C1NC(O[C@H](C)C=1C(=NC=CC1)Cl)=O)C (R)-1-(2-chloropyridin-3-yl)ethyl (4-(5-benzamidopyridin-2-yl)-1-methyl-1H-1,2,3-triazol-5-yl)carbamate